6-chloro-4-ethylpyrido[2,3-b]pyrazin-3(4H)-one ClC=1C=CC2=C(N(C(C=N2)=O)CC)N1